bromo-5-methoxycinnolin-4-ol BrC=1N=NC2=CC=CC(=C2C1O)OC